(3S,4R)-4-((5-fluoro-7-(4-isopropylpiperidin-1-yl)pyrrolo[2,1-f][1,2,4]triazin-2-yl)amino)tetrahydro-2H-pyran-3-ol FC=1C=C(N2N=C(N=CC21)N[C@H]2[C@@H](COCC2)O)N2CCC(CC2)C(C)C